FC(C=1C=C(C(=O)N2[C@@H]([C@H]3C([C@H]3C2)(C)C)C(=O)NN(C(OC(C)(C)C)=O)C[C@H]2C(NCC2)=O)C=C(C1)C(F)(F)F)(F)F tert-butyl N-[[(1R,2S,5S)-3-[3,5-bis(trifluoromethyl)benzoyl]-6,6-dimethyl-3-azabicyclo[3.1.0]hexane-2-carbonyl]amino]-N-[[(3S)-2-oxopyrrolidin-3-yl]methyl]carbamate